C(CCCCCCCCCC)C1=C(C=CC=C1)O 2-undecylphenol